C(C=C)(=O)OC(CC1(C(=O)O)C(C(=O)O)CCC=C1)C 2-Acryloyloxypropyltetrahydrophthalic acid